N-(4-chloro-1-(4-(trifluoromethyl)benzyl)-1H-pyrazolo[3,4-c]pyridin-3-yl)-2-methylfuran-3-carboxamide ClC1=C2C(=CN=C1)N(N=C2NC(=O)C2=C(OC=C2)C)CC2=CC=C(C=C2)C(F)(F)F